isostearyl-amine aminopropyl-aminoxide NCCCN[O-].C(CCCCCCCCCCCCCCC(C)C)N